C12(C=CC(=C3C4=CC=CC=C4C=C13)N)C=CC=C1C3=CC=CC=C3C=C12 spirobi[fluoren]-4-amine